2,4,6-trimethyl-2-tetracosenoic acid CC(C(=O)O)=CC(CC(CCCCCCCCCCCCCCCCCC)C)C